C[C@]12CC[C@]3([C@H]([C@@H]1CCC2=O)CCC4=CC(=O)CC[C@@]43C)O The molecule is a 3-oxo-Delta(4)-steroid that is androst-4-ene substituted by oxo groups at positions 3 and 17 and a hydroxy group at position 9. It is a 3-oxo-Delta(4) steroid, a 17-oxo steroid and a 9-hydroxy steroid. It derives from an androst-4-ene-3,17-dione.